C(#N)CCNCCCCCC N-(2-cyanoethyl)-N-(1-hexyl)-amine